CC1(CC2=CC=CC=C2C1)C 2,2-dimethylindane